3,5-dibromo-6-(cyclopropylmethyl)pyrazin-2-amine BrC=1C(=NC(=C(N1)Br)CC1CC1)N